N-[2-(2-methoxyphenyl)-2-(1-piperidinyl)ethyl]imidazo[1,2-a]pyrimidin-5-amine COC1=C(C=CC=C1)C(CNC1=CC=NC=2N1C=CN2)N2CCCCC2